(R)-3-(6-(3-Benzylmorpholino)-1-methyl-1H-pyrazolo[3,4-b]pyridin-3-yl)-2,6-difluoro-5-(trifluoromethyl)phenol C(C1=CC=CC=C1)[C@@H]1COCCN1C1=CC=C2C(=N1)N(N=C2C=2C(=C(C(=C(C2)C(F)(F)F)F)O)F)C